COC(C1=C(C=C(C=C1)C1=CC=CC=2CN(COC21)C(C2=C(C=C(C=C2Cl)N2CC(C2)(OC)OC)Cl)=O)N2C1COCC2CC1)=O.C(CCC)C1=CC=C(C=C1)C#CC1=C(N)C=CC=C1 2-((4-butylphenyl)ethynyl)aniline Methyl-4-[3-[2,6-dichloro-4-(3,3-dimethoxyazetidin-1-yl)benzoyl]-2,4-dihydro-1,3-benzoxazin-8-yl]-2-(3-oxa-8-azabicyclo[3.2.1]octan-8-yl)benzoate